trimethanol triacrylate C(C=C)(=O)O.C(C=C)(=O)O.C(C=C)(=O)O.CO.CO.CO